C1(=CC=CC=C1)C1=NN(N=C1)C(CSC1=CC=CC=C1)C1=CC=CC=C1 4-phenyl-2-(1-phenyl-2-(phenylsulfanyl)ethyl)-2H-1,2,3-triazole